C1(=CC=CC=C1)P(C1=CC=CC=C1)OC(CC)C(C(CC)OP(C1=CC=CC=C1)C1=CC=CC=C1)C 4-methyl-3,5-heptanediol bis(diphenylphosphinite)